O-(7-azabenzotriazol-1-yl)-1,1,3,3-tetramethyl-uronium hexafluorophosphate F[P-](F)(F)(F)(F)F.N1(N=NC2=C1N=CC=C2)OC(=[N+](C)C)N(C)C